dimethyl-(1,5-cyclooctadiene) platinum (II) [Pt+2].CC1=C(CCC=CCC1)C